C(#N)C1=CC=2NC(=CC2S1)C(=O)O 2-cyano-4H-thieno[3,2-b]pyrrole-5-carboxylic acid